2-heptoxyethanal C(CCCCCC)OCC=O